FC1=C(C=CC(=C1F)O)B(O)O (2,3-difluoro-4-hydroxy-phenyl)boronic acid